palladium (II) 5,10,15,20-tetra-(4'-bromophenyl)porphyrin BrC1=CC=C(C=C1)C=1C2=CC=C(N2)C(=C2C=CC(C(=C3C=CC(=C(C=4C=CC1N4)C4=CC=C(C=C4)Br)N3)C3=CC=C(C=C3)Br)=N2)C2=CC=C(C=C2)Br.[Pd+2]